C(C1=CC=CC=C1)OC1=CC=CC(=N1)N1CC(N(CC1=O)CC1=NC2=C(N1C[C@H]1OCC1)C=C(C=C2)C(=O)O)=O (S)-2-((4-(6-(benzyloxy)pyridin-2-yl)-2,5-dioxopiperazin-1-yl)methyl)-1-(oxetan-2-ylmethyl)-1H-benzo[d]imidazole-6-carboxylic acid